ClC=1C=CC2=C(C(=NCC3=C2N=C(N=C3)NC3=CC=C(C(=O)NCCN2CCOCC2)C=C3)C3=CC(=CC=C3)F)C1 4-[9-Chloro-7-(3-fluoro-phenyl)-5H-benzo[c]pyrimido[4,5-e]azepin-2-ylamino]-N-(2-morpholin-4-yl-ethyl)-benzamide